7-(5-acetyl-2-(2,4-difluorophenoxy)phenyl)-N-ethyl-5-methyl-4-oxo-4,5-dihydrothieno[3,2-c]pyridine-2-carboxamide C(C)(=O)C=1C=CC(=C(C1)C=1C2=C(C(N(C1)C)=O)C=C(S2)C(=O)NCC)OC2=C(C=C(C=C2)F)F